[Si](C)(C)(C(C)(C)C)NS(=O)(=NC(NC1=C2C(=NC3=C1CCC3)CCC2)=O)C=2OC(=C(C2)C(C)(C)O)C N-(tert-butyldimethylsilyl)-N'-((1,2,3,5,6,7-hexahydrodicyclopenta[b,e]pyridin-8-yl)carbamoyl)-4-(2-hydroxypropan-2-yl)-5-methylfuran-2-sulfonimidamide